1,3-dicyclohexylimidazole bromide [Br-].C1(CCCCC1)N1CN(C=C1)C1CCCCC1